8-chloro-7-(2,6-difluorophenyl)-2-(2-ethoxyethyl)-9-(trifluoromethyl)-5H-pyrimido[1,2-a][1,4]benzodiazepine-3-One ClC1=C(C=CC2=C1C(=NCC=1N2C=C(C(N1)=O)CCOCC)C1=C(C=CC=C1F)F)C(F)(F)F